BrC=1C=C(C(N(C1)C(C)C)=O)F 5-bromo-3-fluoro-1-isopropylpyridin-2(1H)-one